N,N-dimethyldiisopropylammonium perfluorobutanesulfonate FC(C(C(C(F)(F)F)(F)F)(F)F)(S(=O)(=O)[O-])F.C[N+](C)(C(C)C)C(C)C